N-(5-((4-chlorobenzyl)oxy)-1,3,4-thiadiazol-2-yl)-2-(3-oxo-1,4-diazepan-1-yl)nicotinamide ClC1=CC=C(COC2=NN=C(S2)NC(C2=C(N=CC=C2)N2CC(NCCC2)=O)=O)C=C1